C(C)(C)(C)[Si](OCCC1CN(C(O1)=O)C=1C=CC=2OCC(NC2N1)=O)(C)C 6-[5-[2-[tert-butyl-(dimethyl)silyl]oxyethyl]-2-oxo-1,3-oxazolidin-3-yl]-4H-pyrido[3,2-b][1,4]oxazin-3-one